1-methoxy-butyl propionate C(CC)(=O)OC(CCC)OC